ClC1=C(C(=CC=C1)NS(=O)(=O)C=1C=CC(=C2C=CC=NC12)OC)C#CC=1C=CC=NC1 5-{2-[2-Chloro-6-(5-methoxychinolin-8-sulfonamido)phenyl]ethynyl}pyridin